N1C(=O)NC2(NCC2)C=C1 4,N4-ethanocytosine